2-[3,5-dichloro-4-[(1-isopropyl-6-oxo-1,6-dihydropyridin-3-yl)oxy]phenyl]-3,5-dioxo-1,2,4-triazine-6-carbonitrile ClC=1C=C(C=C(C1OC1=CN(C(C=C1)=O)C(C)C)Cl)N1N=C(C(NC1=O)=O)C#N